(2S)-1-(9H-fluoren-9-yl-methoxycarbonyl)piperidine-2-carboxylic acid C1=CC=CC=2C3=CC=CC=C3C(C12)COC(=O)N1[C@@H](CCCC1)C(=O)O